tert-butyl (R)-4-acetyl-3-(3-chloro-5-(4,4,5,5-tetramethyl-1,3,2-dioxa-borolan-2-yl)phenyl)piperazine-1-carboxylate C(C)(=O)N1[C@@H](CN(CC1)C(=O)OC(C)(C)C)C1=CC(=CC(=C1)B1OC(C(O1)(C)C)(C)C)Cl